chlorophenyl-2,3-epoxypropyl ether ClC1(C(COCC2C(O2)(Cl)C2=CC=CC=C2)O1)C1=CC=CC=C1